(S)-7-(4-fluorophenyl)-8-((3-hydroxy-2-(2-methoxyethoxy)propyl)thio)-6-(trifluoromethyl)quinazoline-2,4(1H,3H)-dione FC1=CC=C(C=C1)C1=C(C=C2C(NC(NC2=C1SC[C@H](CO)OCCOC)=O)=O)C(F)(F)F